1-((9H-fluoren-9-yl)methyl) 2-methyl (S)-aziridine-1,2-dicarboxylate [N@]1(C(C1)C(=O)OC)C(=O)OCC1C2=CC=CC=C2C=2C=CC=CC12